ClC=1C=C(C(CO)=C)C=CC1 3-chloro-β-methylenephenethyl alcohol